3-(2-((3R,4R)-3-Amino-4-fluoropiperidin-1-yl)-5,6-difluoro-1H-benzo[d]imidazol-1-yl)-1-(4-chlorophenyl)pyrrolidin-2-on N[C@@H]1CN(CC[C@H]1F)C1=NC2=C(N1C1C(N(CC1)C1=CC=C(C=C1)Cl)=O)C=C(C(=C2)F)F